tert-butyl 2-(2-((1R,2S)-2-(((tert-butyldiphenylsilyl)oxy)methyl)cyclopropyl)ethyl)-6-chloronicotinate [Si](C1=CC=CC=C1)(C1=CC=CC=C1)(C(C)(C)C)OC[C@@H]1[C@@H](C1)CCC1=C(C(=O)OC(C)(C)C)C=CC(=N1)Cl